C(C)N(C1=CC=C(S1)\C=C/1\C(=NOC1=O)C(F)(F)F)CC (Z)-4-((5-(diethylamino)thiophen-2-yl)methylene)-3-(trifluoromethyl)isoxazol-5(4H)-one